C(C1=CC=CC=C1)OC=1C=C(C(=NC1)OC)C(=O)O 5-benzyloxy-2-methoxy-pyridine-3-carboxylic acid